1,1,1,2,3,3-hexafluoro-2-methoxypropane FC(C(C(F)F)(OC)F)(F)F